4,7-dioxadecane-2,9-diamine CC(COCCOCC(C)N)N